FC1=C(C=CC(=C1)F)[C@]1(C[C@@H](CO1)COC1=CC=C(C=C1)N1CCN(CC1)C1=CC=C(C=C1)N1C(NN=C1)=O)C 4-(4-(4-(4-(((3R,5R)-5-(2,4-difluorophenyl)-5-methyltetrahydrofuran-3-yl)methoxy)phenyl)piperazin-1-yl)phenyl)-2,4-dihydro-3H-1,2,4-triazol-3-one